(3R)-2'-{6-amino-5-[(1R)-1-(1,3-thiazol-2-yl)ethoxy]pyridin-3-yl}-N-cyclobutyl-5',6'-dihydrospiro[pyrrolidine-3,4'-pyrrolo[1,2-b]pyrazole]-1-carboxamide NC1=C(C=C(C=N1)C=1C=C2N(N1)CC[C@]21CN(CC1)C(=O)NC1CCC1)O[C@H](C)C=1SC=CN1